2-(3-bromo-2-methylphenyl)-7-cyanobenzo[d]oxazole-5-carboxylic acid methyl ester COC(=O)C=1C=C(C2=C(N=C(O2)C2=C(C(=CC=C2)Br)C)C1)C#N